ClC=1C(=C(C=CC1)NC1=NC=NC2=CC=C(C=C12)C1(CNC1)C)F N-(3-chloro-2-fluorophenyl)-6-(3-methylazetidin-3-yl)quinazolin-4-amine